C1(CC1)\C=C\1/[C@@H]2[C@H]([C@H]([C@H]1CC2)C(NC2=CC(=C(C=C2)F)C(F)(F)F)=O)NC(CCCCCCC(=O)O)=O 8-(((1R,2R,3S,4R,Z)-7-(cyclopropylmethylene)-3-((4-fluoro-3-(trifluoromethyl)phenyl)carbamoyl)bicyclo[2.2.1]heptan-2-yl)amino)-8-oxooctanoic acid